CC1=CC(=NC=C1)C#N 4-methylpyridinecarbonitrile